1-((3s,4r)-4-(3,5-difluorophenyl)-1-(2-methoxyethyl)pyrrolidin-3-yl)-3-(2-phenyl-4,6-dihydro-2H-furo[3,4-c]pyrazol-3-yl)urea FC=1C=C(C=C(C1)F)[C@H]1[C@@H](CN(C1)CCOC)NC(=O)NC1=C2C(=NN1C1=CC=CC=C1)COC2